2-(1H-indol-3-yl)-[1,2,4]triazolo[1,5-a]pyridine N1C=C(C2=CC=CC=C12)C1=NN2C(C=CC=C2)=N1